ClC=1C=C(C=CC1F)C(C=1N(C=CN1)CC1CNCC1)C1=CC(=C(C=C1)F)Cl 2-(bis(3-chloro-4-fluorophenyl)methyl)-N-(pyrrolidin-3-ylmethyl)-1H-imidazole